Benzyl 4-(4-((2-(4-(ethoxycarbonyl)phenyl)pyrimidin-4-yl)amino)phenyl)piperazine-1-carboxylate C(C)OC(=O)C1=CC=C(C=C1)C1=NC=CC(=N1)NC1=CC=C(C=C1)N1CCN(CC1)C(=O)OCC1=CC=CC=C1